NC=1C=NC=C(C1C1=CC(=C(C(=O)NC=2C=C(C(=NC2)C(=O)NCCF)Cl)C=C1F)Cl)C#C 5-(4-(3-amino-5-ethynylpyridin-4-yl)-2-chloro-5-fluorobenzamido)-3-chloro-N-(2-fluoroethyl)pyridinecarboxamide